methyl 6-(5,6-dimethoxy-1H-benzo[d]imidazol-1-yl)-2-(pyrrolidin-1-yl)nicotinate COC1=CC2=C(N(C=N2)C2=NC(=C(C(=O)OC)C=C2)N2CCCC2)C=C1OC